N4-(5-(1-aminocyclopropyl)pyridin-2-yl)-N6-(2-(methylsulfonyl)phenyl)pyrimidine-4,6-diamine NC1(CC1)C=1C=CC(=NC1)NC1=NC=NC(=C1)NC1=C(C=CC=C1)S(=O)(=O)C